N1(CC=CC1)C(=O)C1=C(C=C(C=C1C)C)C (2,5-dihydro-1H-pyrrol-1-yl)(mesityl)methanone